OC[C@H](C(C)(C)O)NC([O-])=O (R)-(1,3-dihydroxy-3-methylbutan-2-yl)carbamate